FC1=C(SC(=C1)C=1SC=CC1C(=O)OCC(CCCCCCCC)CCCCCC)C1=C(C=C(S1)C=1SC=CC1C(=O)OCC(CCCCCCCC)CCCCCC)F bis(2-hexyldecyl) 3'',4'-difluoro-[2,2':5',2'':5'',2'''-quaterthiophene]-3,3'''-dicarboxylate